rac-1-(3-((tert-butyldimethylsilyl)oxy)propyl)-4-(3-chloro-2-fluoro-6-((2-(trimethylsilyl)ethoxy)methoxy)phenyl)pyrrolidine-2-thione [Si](C)(C)(C(C)(C)C)OCCCN1C(C[C@@H](C1)C1=C(C(=CC=C1OCOCC[Si](C)(C)C)Cl)F)=S |r|